tert-butyl [(3R,6S)-6-acetyloxan-3-yl]carbamate C(C)(=O)[C@@H]1CC[C@H](CO1)NC(OC(C)(C)C)=O